7-bromopyrido[3,2-d]pyrimidin-4(3H)-one BrC1=CC=2N=CNC(C2N=C1)=O